N1=CC=CC=2CN(CCC12)C1=C(C=C(C=N1)C(=O)NCC=1C=NC(=CC1)N1C=NC=C1)C 6-(7,8-dihydro-5H-1,6-naphthyridin-6-yl)-N-[(6-imidazol-1-yl-3-pyridyl)methyl]-5-methyl-pyridine-3-carboxamide